CC(CCC(C=1N=NNN1)NC=1C=NC2=CC=CC=C2C1)(C)C [4,4-dimethyl-1-(2H-tetraazol-5-yl)pentyl]-3-quinolylamine